ClC1=C(OC2=C1C=C(C=C2C(=O)O[C@@H](C(F)(F)F)C)F)CNC(=O)C=2C=NN1C2N=CC=C1 (R)-1,1,1-Trifluoropropan-2-yl 3-chloro-5-fluoro-2-((pyrazolo[1,5-a]pyrimidine-3-carboxamido)methyl)benzofuran-7-carboxylate